CC1(OB(OC1(C)C)C=1C=CC(NC1)C#N)C 5-(4,4,5,5-tetramethyl-1,3,2-dioxaborolan-2-yl)-1,2-dihydropyridine-2-carbonitrile